(7s,10r)-7-isopropyl-10-methyl-2,4-dioxaspiro[5.5]undecane-3-carboxylic acid ethyl ester C(C)OC(=O)C1OCC2(CO1)[C@@H](CC[C@H](C2)C)C(C)C